4-(4-((1R,5S)-3,8-diazabicyclo[3.2.1]octan-3-yl)-8-fluoro-2-((1-(hydroxymethyl)cyclopropyl)methoxy)quinazolin-7-yl)naphthalen-2-ol [C@H]12CN(C[C@H](CC1)N2)C2=NC(=NC1=C(C(=CC=C21)C2=CC(=CC1=CC=CC=C21)O)F)OCC2(CC2)CO